ClC(=CC1C(C1C(=O)OC(C1=CC(=C(C=C1)F)OC1=CC=CC=C1)C#N)(C)C)Cl [cyano-(4-fluoro-3-phenoxyphenyl)methyl] 3-(2,2-dichloroethenyl)-2,2-dimethylcyclopropane-1-carboxylate